C(C)(C)(C)OC(=O)N1CCC(CC1)NC(=O)[C@H]1N2C(N([C@H](CC1)C2)OS(=O)(=O)OCC(C(=O)OCCCCCCC)(C)C)=O.CS(=O)(=O)C=2SC=CC2 2-(methylsulfonyl)thiophene tert-Butyl-4-((2S,5R)-6-(((3-(heptyloxy)-2,2-dimethyl-3-oxopropoxy)sulfonyl)oxy)-7-oxo-1,6-diazabicyclo[3.2.1]octane-2-carboxamido)piperidine-1-carboxylate